1-(2,4-difluoro-3-(3-methoxyquinoxaline-6-carbonyl)phenyl)-3-(3-fluorophenyl)urea FC1=C(C=CC(=C1C(=O)C=1C=C2N=C(C=NC2=CC1)OC)F)NC(=O)NC1=CC(=CC=C1)F